Cl.N[C@@H](CCC(=O)N)[C@@H](C)OCC1=CC=C(C=C1)CCCCCOCCCC1=CC2=C(N(C(N2C)=O)C2C(NC(CC2)=O)=O)C=C1 (4S,5R)-4-amino-5-[[4-(5-[3-[1-(2,6-dioxopiperidin-3-yl)-3-methyl-2-oxo-1,3-benzodiazol-5-yl]propoxy]pentyl)phenyl]meth-oxy]hexanamide hydrochloride